Cl.N1=CC=C(C=C1)CCC=1SC=C(N1)\C=N/O (Z)-2-(2-(pyridin-4-yl)ethyl)thiazole-4-carbaldehyde oxime hydrochloride